FC(S(=O)(=O)[O-])(F)F.COC1=CC=C(C=C1)C1=CC=CC=2[N+]1=C(C=C1C=CC=CC21)C2=CC=CC1=CC=CC=C21 4-(4-methoxyphenyl)-6-(naphthalen-1-yl)pyrido[2,1-a]isoquinolin-5-ium trifluoromethanesulfonate